N[C@@H]1C2=CC=CC=C2CC12CCN(CC2)C2=NC=C(C(N2C)=O)C#CCC2=CC(=CC=C2)OC (S)-2-(1-amino-1,3-dihydrospiro[indene-2,4'-piperidine]-1'-yl)-5-(3-(3-methoxyphenyl)prop-1-yn-1-yl)-3-methylpyrimidin-4(3H)-one